BrC=1C=C(C(=NC1)N1C=C(C=C1C)C(=O)OC)OCC=1C=NC=C(C1)F methyl 1-{5-bromo-3-[(5-fluoropyridin-3-yl)methoxy]pyridin-2-yl}-5-methylpyrrole-3-carboxylate